(1-methyl-1H-pyrazol-5-yl)(4-(5-phenyl-4,5-dihydro-1H-pyrazole-1-carbonyl)piperidin-1-yl)methanone CN1N=CC=C1C(=O)N1CCC(CC1)C(=O)N1N=CCC1C1=CC=CC=C1